1,9-octadecandiol C(CCCCCCCC(CCCCCCCCC)O)O